C(C)(C)(C)NC1=NC(=NC(=N1)NCC)SC 2-tertbutylamino-4-ethylamino-6-methylthio-1,3,5-triazine